COC(=O)C12C(C(=NO1)C1=C(C=C(C(=C1)N1C(N(C(=CC1=O)C(F)(F)F)C)=O)F)Cl)CCC2 3-{2-chloro-4-fluoro-5-[3-methyl-2,6-dioxo-4-(trifluoromethyl)-3,6-dihydropyrimidin-1(2H)-yl]phenyl}-3a,4,5,6-tetrahydro-6aH-cyclopenta[d][1,2]oxazole-6a-carboxylic acid methyl ester